OC1=C(C=C(C=C1)C1=CC=C(C=C1)S(NC1=NC=CC=C1)(=O)=O)C(=O)O 4-hydroxy-4'-(N-(pyridine-2-yl)sulfamoyl)-[1,1'-biphenyl]-3-carboxylic acid